((6,7-Dimethoxyquinazolin-4-yl)oxy)-5-methoxybenzoic acid methyl ester COC(C1=C(C=CC(=C1)OC)OC1=NC=NC2=CC(=C(C=C12)OC)OC)=O